C(C)OC(=O)C1=CC2=C(S1)C=C(C=1SC=CC12)OC 5-methoxybenzo[1,2-b:4,3-b']dithiophene-2-carboxylic acid ethyl ester